2-(2-(4-methoxyphenylamino)ethylamino)benzyl alcohol COC1=CC=C(C=C1)NCCNC1=C(CO)C=CC=C1